C1(=CC=C(C=C1)C(CC=C)=NO)C 1-(p-tolyl)but-3-en-1-one oxime